(E)-2-((6-Bromo-3-methylhexadec-2-en-1-yl)oxy)tetrahydro-2H-pyran BrC(CC/C(=C/COC1OCCCC1)/C)CCCCCCCCCC